(R)-(1-ethylpyrrolidin-2-yl)methanamine bisL-tartrate salt C(=O)(O)[C@H](O)[C@@H](O)C(=O)O.C(=O)(O)[C@H](O)[C@@H](O)C(=O)O.C(C)N1[C@H](CCC1)CN